5-[[5-[(5-chloro-3-fluoro-2-pyridinyl)oxy]-4-methyl-3-pyridinyl]methyl]pyridin-2-amine ClC=1C=C(C(=NC1)OC=1C(=C(C=NC1)CC=1C=CC(=NC1)N)C)F